7-chloro-2-oxo-1-(2-phenoxyethyl)-1,2-dihydroquinoline-3-carbaldehyde ClC1=CC=C2C=C(C(N(C2=C1)CCOC1=CC=CC=C1)=O)C=O